6-fluoro-N-((3R,4S)-3-fluoro-1-(oxetan-3-yl)piperidin-4-yl)-5-(1-(2-fluoroethyl)-1H-benzo[d][1,2,3]triazol-6-yl)-4-(methoxy-d3)pyrrolo[2,1-f][1,2,4]triazin-2-amine FC=1C(=C2C(=NC(=NN2C1)N[C@@H]1[C@@H](CN(CC1)C1COC1)F)OC([2H])([2H])[2H])C=1C=CC2=C(N(N=N2)CCF)C1